C(O)C(C)(C)CO 2,2-dimethylolpropane